tert-butyl (2S)-4-(8-chloro-7-(8-chloronaphthalen-1-yl)-4-(3-(dimethylamino)-3-methylazetidin-1-yl)-6-fluoro-1H-imidazo[4,5-c]quinolin-1-yl)-2-(cyanomethyl)piperidine-1-carboxylate ClC1=CC=2C3=C(C(=NC2C(=C1C1=CC=CC2=CC=CC(=C12)Cl)F)N1CC(C1)(C)N(C)C)N=CN3C3C[C@H](N(CC3)C(=O)OC(C)(C)C)CC#N